(R)-2-(aminomethyl)-N-((1R,2R)-1-hydroxy-1-phenylpropan-2-yl)-N-methylpentanamide NC[C@H](C(=O)N(C)[C@@H]([C@@H](C1=CC=CC=C1)O)C)CCC